Magnesium ascorbat O=C1C(O)=C([O-])[C@H](O1)[C@@H](O)CO.[Mg+2].O=C1C(O)=C([O-])[C@H](O1)[C@@H](O)CO